1-(4-(1H,1'H-[3,5'-bipyrrolo[2,3-b]pyridin]-5-yl)benzyl)piperidin-3-ol N1C=C(C=2C1=NC=C(C2)C2=CC=C(CN1CC(CCC1)O)C=C2)C=2C=C1C(=NC2)NC=C1